CC1=CSC=2N1C(C=CC2)=O 3-methyl-5H-thiazolo[3,2-a]pyridin-5-one